1-(4-(6-chloro-7-(2-hydroxyphenyl)quinazolin-4-yl)piperazin-1-yl)prop-2-en-1-one ClC=1C=C2C(=NC=NC2=CC1C1=C(C=CC=C1)O)N1CCN(CC1)C(C=C)=O